(2S)-2-[(tert-butoxycarbonyl)(methyl)amino]hept-6-enoic acid C(C)(C)(C)OC(=O)N([C@H](C(=O)O)CCCC=C)C